3-(3,5-dimethoxy-4-isopropylphenyl)-5-phenyl-1,2,4-oxadiazole COC=1C=C(C=C(C1C(C)C)OC)C1=NOC(=N1)C1=CC=CC=C1